ClC1=CC=C(C=N1)N(C(=O)C1=CC=2N(C=C1)N=CC2C=2C=CC(=NC2)NC(OC)=O)C methyl N-[5-[5-[(6-chloro-3-pyridyl)-methyl-carbamoyl]pyrazolo[1,5-a]pyridin-3-yl]-2-pyridyl]carbamate